tert-butyl 3-(4-chlorophenyl)-4-[4-(cyclopropanecarbonylamino)-2-pyrrolidin-1-ylbenzoyl]piperazine-1-carboxylate ClC1=CC=C(C=C1)C1CN(CCN1C(C1=C(C=C(C=C1)NC(=O)C1CC1)N1CCCC1)=O)C(=O)OC(C)(C)C